4-(((trifluoromethyl)sulfonyl)oxy)-2,5-dihydro-1H-pyrrole FC(S(=O)(=O)OC1=CCNC1)(F)F